C(OC(C)(C)C)(O[C@@H]1[C@H](O[C@H]([C@H]1F)N1C2=NC(=NC(=C2N=C1)N)C(F)(F)F)CO)=O TERT-BUTYL [(2R,3R,4S,5R)-5-[6-AMINO-2-(TRIFLUOROMETHYL)PURIN-9-YL]-4-FLUORO-2-(HYDROXYMETHYL)TETRAHYDROFURAN-3-YL] CARBONATE